C(CCCCCCCCC#C)=NP(=O)(NCCCNCCO)N=CCCCCCCCCC#C Di(undec-10-ynyl-1-yl)(3-((2-hydroxyethyl)amino)propyl)phosphoramide